CN1C(CN(CCN(CC1)C)C)C 1,2,4,7-tetramethyl-1,4,7-triazacyclononan